SCCC(C)O 1-mercaptobutane-3-ol